CC(C)(C)OC(=O)N1CC(C1)(O)C1N(C(CN(C1=O)CC1=CC=CC=C1)=O)CC1=CC=CC=C1 3-[3,6-dioxo-1,4-bis(phenylmethyl)piperazin-2-yl]-3-Hydroxyazetidine-1-carboxylic acid 1,1-dimethylethyl ester